C(C1=CC=CC=C1)N1C(CCC1)C(=O)NC(C(=O)O)CCCCCCCC1=NC=2NCCCC2C=C1 2-(1-benzyl-pyrrolidine-2-carboxamido)-9-(5,6,7,8-tetrahydro-1,8-naphthyridin-2-yl)nonanoic acid